N-(2-(trans-4,4-difluoro-2-(methyl-d3)cyclohexyl)-4-(2,5-difluorophenyl)pyridin-3-yl)-1-(difluoromethyl)-1H-pyrazole-4-carboxamide FC1(C[C@H]([C@@H](CC1)C1=NC=CC(=C1NC(=O)C=1C=NN(C1)C(F)F)C1=C(C=CC(=C1)F)F)C([2H])([2H])[2H])F